C(C)(C)(C)NS(=O)(=O)C1=NC(=CC=C1N[C@H](C)C=1C=C(C=C2C(C(=C(OC12)C=1C=NN(C1)C)C=1C=NOC1)=O)C)Cl N-tert-Butyl-6-chloro-3-[[(1R)-1-[3-isoxazol-4-yl-6-methyl-2-(1-methylpyrazol-4-yl)-4-oxo-chromen-8-yl]ethyl]amino]pyridine-2-sulfonamide